ClC=1C=C(C=NC1)OC=1C=CC2=C(S(C(C2(F)F)(F)F)=O)C1C(F)F 6-((5-chloropyridin-3-yl)oxy)-7-(difluoromethyl)-2,2,3,3-tetrafluoro-2,3-dihydrobenzo-[b]thiophene 1-oxide